3-(4-(3-phenyl-propanamido)phenyl)-5-(pyridin-2-ylamino)-1H-pyrazole-4-carboxamide C1(=CC=CC=C1)CCC(=O)NC1=CC=C(C=C1)C1=NNC(=C1C(=O)N)NC1=NC=CC=C1